6-cyclopropyl-5-fluoro-N6-(4-(trifluoromethyl)benzyl)pyrimidine-4,6-diamine C1(CC1)C1(C(=C(N=CN1)N)F)NCC1=CC=C(C=C1)C(F)(F)F